CC1=CC(=NC=C1C=1C=NC2=C3C(=NC=C2C1)NC=C3)[C@H](CC)O (S)-1-(4-methyl-5-(7H-pyrrolo[2,3-h][1,6]naphthyridin-3-yl)pyridin-2-yl)propan-1-ol